NC1=CC=C(C=C1)N1CCC(CC1)CN1CC2(CCN(C2)C(=O)OC(C)(C)C)CC1 tert-butyl 7-((1-(4-aminophenyl)piperidin-4-yl)methyl)-2,7-diazaspiro[4.4]nonane-2-carboxylate